BrC1=C(C=C(C=C1)[N+](=O)[O-])S(=O)(=O)N=C=CN(C)C 2-bromo-N-[(dimethylamino)methylidene(methylene)]-5-nitrobenzenesulfonamide